N-{2-[(3S)-1-benzylpyrrolidin-3-yl]ethyl}-1-[4-(trifluoromethoxy)phenyl]piperidine-4-carboxamide C(C1=CC=CC=C1)N1C[C@H](CC1)CCNC(=O)C1CCN(CC1)C1=CC=C(C=C1)OC(F)(F)F